p-hydroxybenzeneacetic acid OC1=CC=C(C=C1)CC(=O)O